2-oxo-4-methoxy-5,5-dimethyl-1,3,2-dioxaphosphorin O=P1OCC(C(O1)OC)(C)C